CS(=O)(CC=1N=C2N(C=C(C=C2)C2=NOC(=N2)C(F)(F)F)C1)=NCC=1N=CN(C1)C methyl(((1-methyl-1H-imidazol-4-yl)methyl)imino)((6-(5-(trifluoromethyl)-1,2,4-oxadiazol-3-yl)imidazo[1,2-a]pyridin-2-yl)methyl)-λ6-sulfanone